N-hexadecyl-2-methylpropanamine C(CCCCCCCCCCCCCCC)NCC(C)C